[Si](C)(C)(C(C)(C)C)OC(C1=CC(=NC(=C1)N1N=C(C=C1)C)NC1CCC(CC1)(F)F)C=1C=NC=CC1 4-(((tert-butyldimethylsilyl)oxy)(pyridin-3-yl)methyl)-N-(4,4-difluorocyclohexyl)-6-(3-methyl-1H-pyrazol-1-yl)pyridin-2-amine